Racemic-(3R,4R)-4-(5-bromo-6-methoxy-2H-indazol-2-yl)-3-methylcyclohexane-1-one BrC1=CC2=CN(N=C2C=C1OC)[C@H]1[C@@H](CC(CC1)=O)C |r|